C(C1=CC=CC=C1)(=O)C1=C(C=CC(=C1)Cl)NC(CCl)=O N-(2-benzoyl-4-chlorophenyl)-2-chloroacetamide